(S,E)-tert-Butyl-2-((3-(7-(dimethylamino)-2-(((2-hydroxyethoxy)carbonyl)amino)-7-oxohept-5-enamido)-2-oxopyridin-1(2H)-yl)methyl)-7-isobutyl-1H-indol-1-carboxylat C(C)(C)(C)OC(=O)N1C(=CC2=CC=CC(=C12)CC(C)C)CN1C(C(=CC=C1)NC([C@H](CC\C=C\C(=O)N(C)C)NC(=O)OCCO)=O)=O